9,10-diformylanthracene C(=O)C=1C2=CC=CC=C2C(=C2C=CC=CC12)C=O